4-oxo-2-(pyridin-4-yl)-3,4-dihydrothieno[3,4-d]pyrimidine-7-carboxylic acid O=C1C=2C(N=C(N1)C1=CC=NC=C1)=C(SC2)C(=O)O